1,1,1-trimethyl-3,3,3-triethoxydisiloxane C[Si](O[Si](OCC)(OCC)OCC)(C)C